5-((2-bromo-5-chloro-4-methoxyphenoxy)methyl)pyrrolidin-2-one BrC1=C(OCC2CCC(N2)=O)C=C(C(=C1)OC)Cl